(S)-N-{(S)-2-[6-(1H-pyrazol-4-yl)pyridine-2-yl]-1-[2-(benzo[d]isoxazol-3-yl)phenyl]ethyl}propane-2-sulfinamide N1N=CC(=C1)C1=CC=CC(=N1)C[C@@H](C1=C(C=CC=C1)C1=NOC2=C1C=CC=C2)N[S@@](=O)C(C)C